(R)-2-amino-N-(1-(5,7-difluoro-1-(methylsulfonyl)spiro[indoline-3,4'-piperidin]-1'-yl)-1-carbonyl-3-(phenylmethoxy-d2)propan-2-yl)-2-methylpropanamide hydrochloride Cl.NC(C(=O)N[C@H](C(=C=O)N1CCC2(CC1)CN(C1=C(C=C(C=C12)F)F)S(=O)(=O)C)COC([2H])([2H])C1=CC=CC=C1)(C)C